tert-Butyl 3-acetamido-5-(2-{[5-(trifluoromethyl) pyridin-2-yl]amino}ethyl)indole-1-carboxylate C(C)(=O)NC1=CN(C2=CC=C(C=C12)CCNC1=NC=C(C=C1)C(F)(F)F)C(=O)OC(C)(C)C